COCCOC1=CC=C(C=C1)C=1C(=NC(=CN1)COCC(F)(F)F)N1CCC(CC1)C(=O)O 1-(3-(4-(2-methoxyethoxy)phenyl)-6-((2,2,2-trifluoroethoxy)methyl)pyrazin-2-yl)piperidine-4-carboxylic acid